(+)-7-(4-Methoxyphenyl)-6,7-dihydrodibenzo[d,f][1,2]Thiazepine 5,5-dioxide COC1=CC=C(C=C1)C1NS(C2=C(C3=C1C=CC=C3)C=CC=C2)(=O)=O